amino-4-chloro-N-(pyridin-3-ylmethyl)-4''-sulfamoyl-[1,1':3',1''-terphenyl]-5'-carboxamide NC1=C(C=CC(=C1)Cl)C1=CC(=CC(=C1)C(=O)NCC=1C=NC=CC1)C1=CC=C(C=C1)S(N)(=O)=O